4-fluoro-1-isopropyl-6-(6-(difluoromethoxy)-1H-pyrrolo[2,3-b]pyridin-3-yl)-2-methyl-1H-benzo[d]imidazole FC1=CC(=CC=2N(C(=NC21)C)C(C)C)C2=CNC1=NC(=CC=C12)OC(F)F